FC(C1=C(C=CC=C1)CC(=O)O)(F)F [2-(trifluoromethyl)phenyl]Acetic acid